di(2-fluorophenyl) (2-fluorophenyl)phosphonate FC1=C(C=CC=C1)P(OC1=C(C=CC=C1)F)(OC1=C(C=CC=C1)F)=O